O=C1N(CCC(N1)=O)C1=C(C=C(CN(CCN(C2=C(C=C(C(=C2)OC)NC2=NC=CC(=N2)C2=CN(C3=CC=CC=C23)C)NC(C=C)=O)C)C)C=C1)F N-(2-((2-((4-(2,4-dioxotetrahydropyrimidin-1(2H)-yl)-3-fluorobenzyl)(methyl)amino)ethyl)(methyl)amino)-4-methoxy-5-((4-(1-methyl-1H-indol-3-yl)pyrimidin-2-yl)amino)phenyl)acrylamide